3-((4-amino-2-methyl-1H-imidazol-1-yl)methyl)-5-fluorobenzonitrile NC=1N=C(N(C1)CC=1C=C(C#N)C=C(C1)F)C